4-(5,7-dihydroxy-4-oxo-4H-chromen-2-yl)phenolate OC1=C2C(C=C(OC2=CC(=C1)O)C1=CC=C(C=C1)[O-])=O